C\C(=C(/C(CC(/C(=C(/C=1C=C(OC)C(=CC1)O)\C)/C)=O)=O)\C)\C1=CC=C(O)C(OC)=C1 Tetramethyl-curcumin